ClC=1C(=NC(=NC1)NC(C=1NC(=C(N1)C)S(=O)(=N)C)C1=CC(=C(C=C1)Cl)Cl)C 5-chloro-N-[(3,4-dichlorophenyl)-[4-methyl-5-(methylsulfonimidoyl)-1H-imidazol-2-yl]methyl]-4-methylpyrimidin-2-amine